N-{(8-hydroxy-5-nitroquinolin-7-yl)[(S)-4-(prop-1-en-2-yl)cyclohex-1-en-1-yl]methyl}pentanamide OC=1C(=CC(=C2C=CC=NC12)[N+](=O)[O-])C(NC(CCCC)=O)C1=CC[C@H](CC1)C(=C)C